C(C1=CC=CC=C1)OC1=C(C(=NC(=C1)Cl)C)SC 4-(Benzyloxy)-6-chloro-2-methyl-3-(methylthio)pyridine